(S)-2-{[(2r,3r,4r,5r)-5-(2,4-dioxo-3,4-dihydro-2H-pyrimidin-1-yl)-4-fluoro-3-hydroxy-4-methyl-tetrahydro-furan-2-ylmethoxy]-phenoxy-phosphorylamino}-butyric acid cyclohexyl ester C1(CCCCC1)OC([C@H](CC)N=P(=O)OC1=C(C=CC=C1)OC[C@H]1O[C@H]([C@]([C@@H]1O)(C)F)N1C(NC(C=C1)=O)=O)=O